((1s,4s)-4-((2-chloro-5-((1-(cyclopropylsulfonyl)piperidin-4-yl)ethynyl)pyridin-4-yl)amino)cyclohexyl)methanol ClC1=NC=C(C(=C1)NC1CCC(CC1)CO)C#CC1CCN(CC1)S(=O)(=O)C1CC1